((1s,3s)-3-Hydroxy-3-methylcyclobutyl)(7-((1-methyl-1H-pyrazolo[3,4-b]pyridin-6-yl)methyl)-2-azaspiro[3.5]nonan-2-yl)methanon OC1(CC(C1)C(=O)N1CC2(C1)CCC(CC2)CC2=CC=C1C(=N2)N(N=C1)C)C